3-anilino-2-phenyl-3H-naphtho[1,2-d]imidazole-5-sulfonate N(C1=CC=CC=C1)N1C(=NC2=C1C=C(C1=CC=CC=C12)S(=O)(=O)[O-])C1=CC=CC=C1